COC1=CC=C(C=C1)NC(=O)N[C@H](C(=O)O)CC1=CC=CC=C1 (2S)-2-({[(4-methoxyphenyl)amino]carbonyl}amino)-3-phenylpropanoic acid